1,3-bis(tert-butoxycarbonyl)-2-(trifluoromethylsulfonyl)guanidine C(C)(C)(C)OC(=O)NC(=NS(=O)(=O)C(F)(F)F)NC(=O)OC(C)(C)C